BrC=1C=C(C=CC1)C(C(=O)NNC(NC)=S)C1CCC1 2-(2-(3-Bromophenyl)-2-cyclobutylacetyl)-N-methylhydrazine-1-carbothioamide